ClC=1C(=C(C=NC1)NC=1C2=C(N=CN1)C=CC(=N2)N2[C@@H]1CN([C@H](C2)C1)C(C=C)=O)F 1-((1S,4S)-5-(4-((5-chloro-4-fluoropyridin-3-yl)amino)pyrido[3,2-d]pyrimidin-6-yl)-2,5-diazabicyclo[2.2.1]heptan-2-yl)prop-2-en-1-one